ClC=1N=C(C2=C(N1)C[C@]1(CCC3=CC=CC(=C13)F)N(C2)C)N2CC=1N(CCC2)N=C(C1C#N)C(=O)N(C)C 5-[(7S)-2-chloro-7'-fluoro-6-methyl-spiro[5,8-dihydropyrido[4,3-d]pyrimidine-7,1'-indane]-4-yl]-3-cyano-N,N-dimethyl-4,6,7,8-tetrahydropyrazolo[1,5-a][1,4]diazepine-2-carboxamide